O1C=C(C2=C1C=CC=C2)C2=CC=1N(C=C2)C=CN1 7-(Benzofuran-3-yl)imidazo[1,2-a]pyridine